ClC=1C=C2CC3=C(NN(CO3)C(=O)N(C3=CC=C(C=C3)SC(F)(F)F)C(=O)OC)C2=CC1 (4aS)-7-Chloro-2,5-dihydro-2-[[(methoxycarbonyl)[4-[(trifluoromethyl)thio]phenyl]amino]carbonyl]-indeno[1,2-e][1,3,4]oxadiazine